[Cl-].N1C=NC=C1.N1C=NC=C1 Bis(imidazole) chloride salt